OCC1(CN(CC1)C(=O)OC(C)(C)C)C(=O)OC 1-(tert-butyl) 3-methyl 3-(hydroxymethyl)pyrrolidine-1,3-dicarboxylate